2,3-dimethyl-1,4-butanediol benzoate benzenesulfonate C1(=CC=CC=C1)S(=O)(=O)OCC(C(COC(C1=CC=CC=C1)=O)C)C